(E)-4-bromo-1-(3,3-difluoro-1-azetidinyl)-2-buten-1-one BrC/C=C/C(=O)N1CC(C1)(F)F